C(C)(C)(C)C1C(CCCC1)CC(=O)O.C(C=CC1=CC=CC=C1)(=O)O cinnamic acid 2-tert-butylcyclohexyl-acetate